N-(4-(1H-pyrazol-1-yl)benzyl)-N-(3-methoxybenzyl)-4-((4-methylpiperazin-1-yl)methyl)aniline N1(N=CC=C1)C1=CC=C(CN(C2=CC=C(C=C2)CN2CCN(CC2)C)CC2=CC(=CC=C2)OC)C=C1